(S)-41-((((9H-fluoren-9-yl)methoxy)carbonyl)amino)-38,42-dioxo-2,5,8,11,14,17,20,23,26,29,32,35-dodecaoxa-39,43-diazahexatetracontan-46-oic acid C1=CC=CC=2C3=CC=CC=C3C(C12)COC(=O)N[C@@H](CNC(CCOCCOCCOCCOCCOCCOCCOCCOCCOCCOCCOCCOC)=O)C(NCCC(=O)O)=O